C(CN(CCC#N)C=O)C#N N,N-bis(2-Cyanoethyl)formamide